ClC=1C=C(C=C(C1)Cl)C1(CC(=NO1)C1=CC(=C(C(=O)N(C)C2=NN(C(=N2)COC)C)C=C1)C)C(F)(F)F 4-(5-(3,5-dichlorophenyl)-5-(trifluoromethyl)-4,5-dihydroisoxazol-3-yl)-N-(5-(methoxymethyl)-1-methyl-1H-1,2,4-triazol-3-yl)-N,2-dimethylbenzamide